FC1(OC2=C(O1)C=CC(=C2)C=C2C(NC(S2)=O)=O)F 5-(2,2-difluoro-benzo[1,3]dioxol-5-ylmethylene)-thiazolidine-2,4-dione